racemic-4-[3-(3-bromophenyl)-4-[2-[[(E)-3-[2-fluoro-4-(trifluoromethyl)phenyl]prop-2-enoyl]amino]acetyl]piperazin-1-yl]butanoic acid BrC=1C=C(C=CC1)[C@@H]1CN(CCN1C(CNC(\C=C\C1=C(C=C(C=C1)C(F)(F)F)F)=O)=O)CCCC(=O)O |r|